mercaptoethyl-boric acid SCCOB(O)O